3,5,5-trimethylhexanoyloxybenzenesulphonate CC(CC(=O)OC1=C(C=CC=C1)S(=O)(=O)[O-])CC(C)(C)C